COC1=C(C(=O)NC2=NN=NN2C)C=CC(=C1)C1=NC(=CN=C1)C=1SC=C(C1)NC(CC1CCCCC1)=O 2-methoxy-4-(6-(4-(2-cyclohexylacetamido)thiophen-2-yl)pyrazin-2-yl)-N-(1-methyl-1H-tetrazol-5-yl)benzamide